COC(=O)C1CN(CCC1)C1CCC2=CC(=CC=C12)C1=CC(=C(C=C1)C1CC1)Cl (5-(3-chloro-4-cyclopropylphenyl)-2,3-dihydro-1H-inden-1-yl)piperidine-3-carboxylic acid methyl ester